C12=C(C(CC(C1(C)C)C2)C2SCCN2)C pinenyl-thiazolidine